4-methyl-5-(trifluoromethyl)-4,5-dihydro-1H-pyrazole-3-carboxylic acid methyl ester COC(=O)C1=NNC(C1C)C(F)(F)F